OCC[NH+](CC1=CC=CC=C1)CCO bis(2-hydroxyethyl)benzyl-ammonium